tert-butyl 4-(3-fluoro-4-(6-methoxy-2-methyl-2H-indazole-5-carboxamido)phenyl)piperazine-1-carboxylate FC=1C=C(C=CC1NC(=O)C1=CC2=CN(N=C2C=C1OC)C)N1CCN(CC1)C(=O)OC(C)(C)C